BrC1=C(CN2N=C(N=N2)C2=CC=CC(=N2)C(CS(=O)(=O)N)(C)O)C(=CC=C1)F 2-(6-(2-(2-bromo-6-fluorobenzyl)-2H-tetrazol-5-yl)pyridin-2-yl)-2-hydroxypropane-1-sulfonamide